COC(=O)C=1C=CC(=C2C=CNC12)B1OC(C(O1)(C)C)(C)C.CC1=C(C=CC=C1)SC1=CC=C(C=C1)CC1=CC=CC=C1 [4-(methylphenylsulfanyl)phenyl]phenyl-methane methyl-4-(4,4,5,5-tetramethyl-1,3,2-dioxaborolan-2-yl)-1H-indole-7-carboxylate